ClC1=NC(=CC=C1N(S(=O)(=O)C)C)Cl N-(2,6-dichloro-3-pyridinyl)-N-methyl-methanesulfonamide